FC=1C=C2C(C=C(N(C2=CC1)[C@@H]1[C@H](CCC1)CO)C)=O 6-fluoro-1-((1S,2S)-2-(hydroxymethyl)cyclopentyl)-2-methylquinolin-4(1H)-one